3-(((tert-butoxycarbonyl)amino)methyl)-1-(4-(trifluoromethoxy)phenyl)-1H-pyrazolo[3,4-b]pyridine-4-carboxylic acid C(C)(C)(C)OC(=O)NCC1=NN(C=2N=CC=C(C21)C(=O)O)C2=CC=C(C=C2)OC(F)(F)F